(S)-5-((3-(ethoxymethyl)-3-(2-(5-fluorothiophen-2-yl)ethyl)pyrrolidin-1-yl)methyl)-2-methylpyridine C(C)OC[C@@]1(CN(CC1)CC=1C=CC(=NC1)C)CCC=1SC(=CC1)F